C(C(C)C)C1(CNC1)COC=1C=CC(=NC1C)C1=CC(=NC=C1)NC(OC)=O methyl (5-((3-isobutylazetidin-3-yl)methoxy)-6-methyl-[2,4'-bipyridin]-2'-yl)carbamate